3-bromo-2-(3,4-difluoro-2-methylphenoxy)-4-methyl-5-(trifluoromethyl)pyridine BrC=1C(=NC=C(C1C)C(F)(F)F)OC1=C(C(=C(C=C1)F)F)C